(S)-1-((R)-8-(1H-pyrazolo[4,3-b]pyridin-6-ylsulfonyl)-1-oxa-8-azaspiro[4.5]decan-3-ylamino)-3-(3-(cyclopropylsulfonyl)phenoxy)propan-2-ol N1N=CC2=NC=C(C=C21)S(=O)(=O)N2CCC1(C[C@H](CO1)NC[C@@H](COC1=CC(=CC=C1)S(=O)(=O)C1CC1)O)CC2